4,6-dichloro-3H,4H-pyrido[3,4-d]pyrimidine ClC1C2=C(N=CN1)C=NC(=C2)Cl